BrC=1C(=NC(=NC1)NC=1C(=NC(=CC1)N1CCOCC1)OC)NC1=C(C=C(C=C1)F)NS(=O)(=O)C N-(2-((5-bromo-2-((2-methoxy-6-morpholinylpyridin-3-yl)amino)pyrimidin-4-yl)amino)-5-fluorophenyl)methanesulfonamide